tert-butyl (1S,4S)-5-(8-(benzyloxy)-6-cyclopropyl-7-(2-fluoro-6-(methoxymethoxy)phenyl)-2-((tetrahydro-2H-pyran-4-yl)oxy)quinazolin-4-yl)-2,5-diazabicyclo[2.2.1]heptane-2-carboxylate C(C1=CC=CC=C1)OC=1C(=C(C=C2C(=NC(=NC12)OC1CCOCC1)N1[C@@H]2CN([C@H](C1)C2)C(=O)OC(C)(C)C)C2CC2)C2=C(C=CC=C2OCOC)F